C[SiH](C1C(=C(C(=C1C)C)C)C)C dimethyl-(2,3,4,5-tetramethylcyclopentadienyl)silane